NC=1C=NC=CC1N[C@H]1CN(CCC1)C(=O)OC(C)(C)C tert-butyl (R)-3-((3-aminopyridin-4-yl)amino)piperidine-1-carboxylate